[4-(4'-hydroxybiphenyl-4-carbonyl)phenyl]-diphenylsulfonium OC1=CC=C(C=C1)C1=CC=C(C=C1)C(=O)C1=CC=C(C=C1)[S+](C1=CC=CC=C1)C1=CC=CC=C1